(S)-N-(2-((4-(1-Acetyl-2-methyl-1,2,3,4-tetrahydroquinolin-6-yl)phenyl)amino)-2-oxoethyl)-6-(2-aminopyrimidin-5-yl)-3-methyl-8-morpholinoimidazo[1,2-a]pyrazine-2-carboxamide C(C)(=O)N1[C@H](CCC2=CC(=CC=C12)C1=CC=C(C=C1)NC(CNC(=O)C=1N=C2N(C=C(N=C2N2CCOCC2)C=2C=NC(=NC2)N)C1C)=O)C